6-(methoxy-d3)pyridine-2-carboxylic acid C(OC1=CC=CC(=N1)C(=O)O)([2H])([2H])[2H]